(S)-4-amino-6'-(3-hydroxy-3-methylpyrrolidine-1-yl)-4'-methoxy-6-(thiazole-2-yl)-[2,2'-bipyridine]-3-carbonitrile NC1=C(C(=NC(=C1)C=1SC=CN1)C1=NC(=CC(=C1)OC)N1C[C@@](CC1)(C)O)C#N